FC1=C(C=C(C(=C1)N1C[C@H](N([C@H](C1)C)C)C)NC(=O)C1=CNC(C=C1C(F)(F)F)=O)C1=CCCN(C1)C(=O)OC(C)(C)C |r| tert-butyl 5-[2-fluoro-5-[[6-oxo-4-(trifluoromethyl)-1H-pyridine-3-carbonyl]amino]-4-[rac-(3R,5S)-3,4,5-trimethylpiperazin-1-yl]phenyl]-3,6-dihydro-2H-pyridine-1-carboxylate